BrC1=CSC2=NC=CC=C21 3-bromo-thieno[2,3-b]Pyridine